C1(=CC=CC2=CC=CC=C12)NC1=CC=CC=C1 N-α-naphthyl-N-phenylamine